C(=O)O.NCCCOCCNC(C1=C(C=C(C=C1)NC=1C=2N(C=CN1)C(=CN2)C=2C(=NN(C2)C(C)C#N)C(F)(F)F)CC)=O N-(2-(3-aminopropoxy)ethyl)-4-((3-(1-(1-cyanoethyl)-3-(trifluoromethyl)-1H-pyrazol-4-yl)imidazo[1,2-a]pyrazin-8-yl)amino)-2-ethylbenzamide formate